NC1=C(C2=C(S1)C(=CC=C2C2=C(C=C1C(=NC(=NC1=C2F)OC[C@]21CCCN1C[C@@H](C2)F)N2CC(CCCC2)=O)Cl)F)C#N 2-Amino-4-(6-chloro-8-fluoro-2-(((2R,7aS)-2-fluorotetrahydro-1H-pyrrolizin-7a(5H)-yl)methoxy)-4-(3-oxoazepan-1-yl)quinazolin-7-yl)-7-fluorobenzo[b]thiophene-3-carbonitrile